ClC=1C=C(C=CC1F)C(NC1=CC=C(C=C1)F)C=1NC=C(N1)S(=O)(=O)C N-((3-chloro-4-fluorophenyl)(4-(methylsulfonyl)-1H-imidazol-2-yl)methyl)-4-fluoroaniline